C(C)(=O)N1CCN(CC1)C1=NC(=CC2=C1C(N(C2)[C@@H](C)C2CC2)=O)C2=C(N=C(S2)NC(C)=O)C (S)-N-(5-(4-(4-acetylpiperazin-1-yl)-2-(1-cyclopropylethyl)-3-oxo-2,3-dihydro-1H-pyrrolo[3,4-c]pyridin-6-yl)-4-methylthiazol-2-yl)acetamide